2-(6-{[(3R)-3-(2,3-Dichloro-6-fluorophenyl)-1-(prop-2-enoyl)pyrrolidin-3-yl]amino}-4-fluoro-3-methylindazol-2-yl)acetamide ClC1=C(C(=CC=C1Cl)F)[C@]1(CN(CC1)C(C=C)=O)NC=1C=C(C2=C(N(N=C2C1)CC(=O)N)C)F